2-hexyldecane C(CCCCC)C(C)CCCCCCCC